Methyl (S,E)-2-(2-chlorophenyl)-2-(2-(2,4-pentadienoyloxy)-6,7-dihydrothieno[3,2-c]pyridin-5(4H)-yl)-acetate ClC1=C(C=CC=C1)[C@@H](C(=O)OC)N1CC2=C(CC1)SC(=C2)OC(\C=C\C=C)=O